C1(CCCCC1)OC1=NC=2N(C(=C1)NC1=CC=C(C=C1)S(=O)(=O)N)N=CN2 4-{[5-(cyclohexyloxy)[1,2,4]triazolo[1,5-a]pyrimidin-7-yl]amino}benzenesulfonamide